Dimethyl 3-[3-(1,3-dioxoisoindol-2-yl)propoxy]-1,4-dimethyl-5,7-dihydrocyclopenta[c]pyridine-6,6-dicarboxylate O=C1N(C(C2=CC=CC=C12)=O)CCCOC1=C(C2=C(C(=N1)C)CC(C2)(C(=O)OC)C(=O)OC)C